1-Benzyl-N-(1-methyl-9,9-dioxido-2-oxo-1,2,3,4,5,10-hexahydro-8H-thieno[3',4':3,4]pyrazolo[1,5-a][1,3]diazepin-3-yl)-1H-1,2,4-triazol-3-carboxamid C(C1=CC=CC=C1)N1N=C(N=C1)C(=O)NC1C(N(C=2N(CC1)N=C1C2CS(C1)(=O)=O)C)=O